O1CC[C@@H](C2=CC=CC=C12)NC(=O)C=1C=NC2=C(N=CC=C2C1N(C)C)C1=CC(=C(C(=C1)F)F)F N-[(4S)-chroman-4-yl]-4-(dimethylamino)-8-(3,4,5-trifluorophenyl)-1,7-naphthyridine-3-carboxamide